2'-(methylthio)-4'-(((trifluoromethyl)sulfonyl)oxy)-6'H-spiro[oxetane-3,5'-pyrido[3,4-d]pyrimidine]-7'(8'H)-carboxylic acid tert-butyl ester C(C)(C)(C)OC(=O)N1CC=2N=C(N=C(C2C2(C1)COC2)OS(=O)(=O)C(F)(F)F)SC